C(C)(C)(C)N1C[C@H]([C@@H](C1)C1=CC=C(C=C1)Cl)C(=O)N1C[C@H](C[C@H]1C(=O)N1CCOCC1)N(C(CC(CC)C)=O)C1CCC(CC1)C N-((3S,5S)-1-((3S,4R)-1-(tert-butyl)-4-(4-chlorophenyl)pyrrolidine-3-carbonyl)-5-(morpholine-4-carbonyl)pyrrolidin-3-yl)-3-methyl-N-((1s,4R)-4-methylcyclohexyl)pentanamide